C1(CC1)C1=C(C(=NO1)C1=C(C=NC=C1Cl)Cl)COC12CCC(CC1)(CC2)C2=NC(=NO2)C2CC2 1-(5-(4-((5-Cyclopropyl-3-(3,5-dichloropyridin-4-yl)isoxazol-4-yl)methoxy)bicyclo[2.2.2]octan-1-yl)-1,2,4-oxadiazol-3-yl)cyclopropan